C(C)(C)(C)OC(=O)N1CC2(CN(C2)C=2C(=C3C(=CN2)N(C(=C3C(C)C)B3OC(C(O3)(C)C)(C)C)C(=O)OC(C)(C)C)F)C1 tert-Butyl 5-(6-(tert-butoxycarbonyl)-2,6-diazaspiro[3.3]heptan-2-yl)-4-fluoro-3-isopropyl-2-(4,4,5,5-tetramethyl-1,3,2-dioxaborolan-2-yl)-1H-pyrrolo[2,3-c]pyridine-1-carboxylate